3-(2-fluorobenzylidene)-5-(4-pyridyl)-N-methyl-4-piperidone FC1=C(C=C2CN(CC(C2=O)C2=CC=NC=C2)C)C=CC=C1